C(C1=CC=CC=C1)OC[C@H](C(=O)OC(C)(C)C)O (R)-tert-butyl 3-(benzyloxy)-2-hydroxypropanoate